(1S,4S)-N1-(2-(3-((2-(fluoromethoxy)-4-(methylsulfonyl)phenyl)amino)prop-1-yn-1-yl)-1-(2,2,2-trifluoro-ethyl)-1H-indol-4-yl)-N4-(2-methoxyethyl)-N4-methylcyclohexane-1,4-diamine FCOC1=C(C=CC(=C1)S(=O)(=O)C)NCC#CC=1N(C2=CC=CC(=C2C1)NC1CCC(CC1)N(C)CCOC)CC(F)(F)F